(E)-1,4-difluoro-2-methoxy-5-(2-nitrovinyl)benzene (S)-Methyl-3-amino-2-(((benzyloxy)carbonyl)amino)propanoate hydrochloride Cl.COC([C@H](CN)NC(=O)OCC1=CC=CC=C1)=O.FC1=C(C=C(C(=C1)\C=C\[N+](=O)[O-])F)OC